ClC=1C=C(C=NC1Cl)NC(=O)[C@H]1[C@@H]2[C@H]3C[C@H]3[C@H]([C@H]1C1=CC=NC=C1)O2 (1R,2R,4S,5S,6R,7R)-N-(5,6-dichloropyridin-3-yl)-7-(pyridin-4-yl)-8-oxatricyclo[3.2.1.02,4]Octane-6-carboxamide